FC=1C=C(C#N)C=C(C1)OC1=CC=C2C(C([C@]3(CC[C@H](C1=C32)F)O)(F)F)(F)F 3-fluoro-5-(((6R,8aR)-1,1,2,2,6-pentafluoro-8a-hydroxy-1,2,6,7,8,8a-hexahydroacenaphthylen-5-yl)oxy)benzonitrile